C(#N)C1=C(C=NC2=C1OC[C@@H]1N(CCN2C1)C(=O)OC(C)(C)C)[N+](=O)[O-] tert-butyl (3R)-11-cyano-10-nitro-2,3,5,6-tetrahydro-4H-3,7-methanopyrido[3,2-b][1,4,7]oxadiazonine-4-carboxylate